3-(difluoromethoxy)-4-[4-(difluoromethanesulfonyl)-3-methyl-phenyl]-1H-pyrazolo[3,4-c]pyridine-5-carboxylic acid FC(OC1=NNC2=CN=C(C(=C21)C2=CC(=C(C=C2)S(=O)(=O)C(F)F)C)C(=O)O)F